S(=O)(=O)(ON1[C@@H]2CC[C@H](N(C1=O)C2)C(NC(CC2NCCCC2)=O)=N)O (2S,5R)-7-oxo-2-(N-(2-(piperidin-2-yl) acetyl) carbamimidoyl)-1,6-diazabicyclo[3.2.1]octan-6-yl hydrogen sulfate